FC(C=1C=NN(C1C1=NN2C(N(C(CC2)=O)CC2=CC(=C(C=C2)C=2N(C=C(N2)C(F)(F)F)CC)F)=C1)C(C)C)F 2-(4-(difluoromethyl)-1-isopropyl-1H-pyrazol-5-yl)-4-(4-(1-ethyl-4-(trifluoromethyl)-1H-imidazol-2-yl)-3-fluorobenzyl)-6,7-dihydropyrazolo[1,5-a]pyrimidin-5(4H)-one